FC1=CC=C(C=2CCCC12)C(=O)O 7-fluoro-2,3-dihydro-1H-indene-4-carboxylic acid